2-(9-phenanthryl)phenol C1=CC=CC=2C3=CC=CC=C3C(=CC12)C1=C(C=CC=C1)O